dimethylaminopropyl-ammonium ethyl-methacrylate C(C)OC(C(=C)C)=O.CN(C)CCC[NH3+]